ClC1=C(C=CC2=C1C(=N[C@H](C=1N2N=C(N1)C(=O)NC([2H])([2H])[2H])C)C1=C(C=CC=C1F)F)C(F)(F)F (4S)-7-chloro-6-(2,6-difluorophenyl)-4-methyl-N-(trideuteriomethyl)-8-(trifluoromethyl)-4H-[1,2,4]triazolo[1,5-a][1,4]benzodiazepine-2-carboxamide